C(C1=CC=CC=C1)O[C@@H](C)C1=NN2C(N=C(NC2=O)SC)=C1C1=CC(=C(C(=C1)F)F)F 7-[(1S)-1-(benzyloxy)ethyl]-2-(methylsulfanyl)-8-(3,4,5-trifluorophenyl)-3H-pyrazolo[1,5-a][1,3,5]triazin-4-one